(S)-2-(7-aminohept-1-yn-1-yl)-5-(3-(2-(4-(4-chlorophenyl)-2,3,9-trimethyl-6H-thieno[3,2-f][1,2,4]triazolo[4,3-a][1,4]diazepin-6-yl)acetamido)propanamido)benzoic acid NCCCCCC#CC1=C(C(=O)O)C=C(C=C1)NC(CCNC(C[C@H]1C=2N(C3=C(C(=N1)C1=CC=C(C=C1)Cl)C(=C(S3)C)C)C(=NN2)C)=O)=O